methyl 3-[(4S)-8-bromo-1-methyl-6-(2-pyridinyl)-4H-imidazo[1,2-a][1,4]benzodiazepin-4-yl]propanoate benzenesulfonate C1(=CC=CC=C1)S(=O)(=O)O.BrC=1C=CC2=C(C(=N[C@H](C=3N2C(=CN3)C)CCC(=O)OC)C3=NC=CC=C3)C1